lithium Trifluoroborate B(F)(F)F.[Li]